methyl 6-fluoro-2-((5-fluorobenzo[d]oxazol-2-yl)amino)benzo[d]oxazole-5-carboxylate FC1=CC2=C(N=C(O2)NC=2OC3=C(N2)C=C(C=C3)F)C=C1C(=O)OC